C1(CCCCC1)C[C@H](C(=O)N1CC([C@@](CC1)(O)CN1C=C(C(=CC1=O)C1=CC=CC=C1)C(=O)N(C)C)(C)C)CCO (((R)-1-((S)-2-(cyclohexylmethyl)-4-hydroxybutyryl)-4-hydroxy-3,3-dimethylpiperidin-4-yl)methyl)-N,N-dimethyl-6-oxo-4-phenyl-1,6-dihydropyridine-3-carboxamide